S(=O)(=O)(ON1[C@@H]2CC[C@H](N(C1=O)C2)C(NC(=O)C2CC(CC2)NC)=N)O (2S,5R)-2-(N-(3-(methylamino) cyclopentane-1-carbonyl) carbamimidoyl)-7-oxo-1,6-diazabicyclo[3.2.1]octan-6-yl hydrogen sulfate